COC1=CC=C(C=C1)C(\C=C\C1=CC=CC=C1)=O (E)-1-(4-methoxyphenyl)-3-phenylprop-2-en-1-one